[2,6-Bis(2,4,6-triisopropylphenyl)phenyl]-(2',6'-dimethoxy-2-biphenylyl)-methylphosphine C(C)(C)C1=C(C(=CC(=C1)C(C)C)C(C)C)C1=C(C(=CC=C1)C1=C(C=C(C=C1C(C)C)C(C)C)C(C)C)P(C)C1=C(C=CC=C1)C1=C(C=CC=C1OC)OC